FC(C1=CC=C(C=C1)C=1N=NN(N1)CC1=CC(=NN1)C(=O)N)(F)F 5-[[5-[4-(trifluoromethyl)phenyl]tetrazol-2-yl]methyl]pyrazole-3-carboxamide